piperidin-4-yl-(2-azaspiro[3.3]heptane-2-yl)methanone hydrochloride Cl.N1CCC(CC1)C(=O)N1CC2(C1)CCC2